(biphenyl-4-yl)-[4-{1-(dibenzofuran-3-yl)naphthalen-2-yl}phenyl]-(4-naphthalen-2-yl-phenyl)amine C1(=CC=C(C=C1)N(C1=CC=C(C=C1)C1=CC2=CC=CC=C2C=C1)C1=CC=C(C=C1)C1=C(C2=CC=CC=C2C=C1)C=1C=CC2=C(OC3=C2C=CC=C3)C1)C1=CC=CC=C1